2-morpholinothiazol O1CCN(CC1)C=1SC=CN1